2-methyl-2-(methylsulfonyl)propan-1-ol CC(CO)(C)S(=O)(=O)C